6-bromo-1-methyl-N-propyl-1,2-dihydro-3H-benzo[e]Indole-3-carboximidamide BrC1=CC=CC=2C=3C(CN(C3C=CC21)C(NCCC)=N)C